ClC1=C2C(N(C(NC2=CC(=C1)CN1CCN(CC1)C=1C=CC(=NC1C)C(=O)NC)=O)CC)=O 5-(4-((5-chloro-3-ethyl-2,4-dioxo-1,2,3,4-tetrahydroquinazolin-7-yl)methyl)piperazin-1-yl)-N,6-dimethylpyridineamide